6-((S)-6-((R)-5-acryloyl-4-methyl-4,5,6,7-tetrahydropyrazolo[1,5-a]pyrazin-2-yl)-7-(2,4-difluoro-6-(2-methoxyethoxy)phenyl)thieno[3,2-c]pyridin-4-yl)isoindolin-1-one C(C=C)(=O)N1[C@@H](C=2N(CC1)N=C(C2)C2=C(C1=C(C(=N2)C2=CC=C3CNC(C3=C2)=O)C=CS1)C1=C(C=C(C=C1OCCOC)F)F)C